N-methyl-3-phenyl-propanamide hydrochloride Cl.CNC(CCC1=CC=CC=C1)=O